O1[C@@H](C1)C(=O)[O-].[Na+] sodium (S)-oxirane-2-carboxylate